C1(CCC1)C1=CC(=NC(=N1)C1=CN=CN1C)C(=O)NC=1C=NC(=CC1)C(F)F 6-cyclobutyl-N-(6-(difluoromethyl)pyridin-3-yl)-2-(1-methyl-1H-imidazol-5-yl)pyrimidine-4-carboxamide